[I-].OC1=C(C=C(C=C1)CCC)C1=C(CCC2[N+](CCCC2)(C)C)C=CC=C1 2-[2-(2-hydroxy-5-propyl-phenyl)-phenethyl]-N,N-dimethylpiperidinium iodide